syn-tosylate S(=O)(=O)([O-])C1=CC=C(C)C=C1